NCCCN1C=C(C2=C(C=CC=C12)CN1CCC(CC1)CN1CCN(CC1)C=1C=C2CN(CC2=CC1)C1C(NC(CC1)=O)=O)C1=CC=C(C=C1)OC(F)(F)F 5-(4-{(1-((1-(3-aminopropyl)-3-(4-(trifluoromethoxy)phenyl)-1H-indol-4-yl)methyl)piperidin-4-yl)methyl}piperazin-1-yl)-2-(2,6-dioxopiperidin-3-yl)isoindoline